(R)-1-((2',6-bis(difluoromethyl)-[2,4'-bipyridin]-5-yl)oxy)-2-(fluoromethyl)-4-methylpentan-2-amine FC(C1=NC=CC(=C1)C1=NC(=C(C=C1)OC[C@@](CC(C)C)(N)CF)C(F)F)F